FC(C(OC(C(OC(C(F)(F)F)(F)F)(F)F)(F)F)(F)F)(O)F perfluoro-3,6-dioxaoctan-1-ol